4-(isobutyrylpiperazin-1-yl)-1H-indazole-5-sulphonamide C(C(C)C)(=O)C1N(CCNC1)C1=C2C=NNC2=CC=C1S(=O)(=O)N